2-(3-chlorophenyl)-biphenylene ClC=1C=C(C=CC1)C1=CC=2C3=CC=CC=C3C2C=C1